2-{[(3R,6R)-1-{[6-bromo-2-(2H-1,2,3-triazol-2-yl)pyridin-3-yl]carbonyl}-6-methylpiperidin-3-yl]oxy}-3-methylpyridine-4-carbonitrile BrC1=CC=C(C(=N1)N1N=CC=N1)C(=O)N1C[C@@H](CC[C@H]1C)OC1=NC=CC(=C1C)C#N